2-(4-amino-5-(1-(tert-butoxycarbonyl)-1H-indol-3-yl)-7H-pyrrolo[2,3-d]pyrimidin-7-yl)acetic acid NC=1C2=C(N=CN1)N(C=C2C2=CN(C1=CC=CC=C21)C(=O)OC(C)(C)C)CC(=O)O